Cl.C1=C(C=CC=2OC3=C(C21)C=CC=C3)C(C)N 1-(dibenzo[b,d]furan-2-yl)ethan-1-amine hydrochloride